COC=1C=C(C=CC1OC)C1=CC(=NO1)C1=CC=C(C=C1)NC(OC(C)(C)C)=O tert-butyl (4-(5-(3,4-dimethoxyphenyl)isoxazol-3-yl)phenyl)carbamate